[N+](=O)([O-])[O-].[Ag+].O water Silver nitrate